bis(2-tert-butyl-5-methylphenol) bis(3-(dodecylthio) propionate) C(CCCCCCCCCCC)SCCC(=O)O.C(CCCCCCCCCCC)SCCC(=O)O.C(C)(C)(C)C1=C(C=C(C=C1)C)O.C(C)(C)(C)C1=C(C=C(C=C1)C)O